FC1=C(C=C(C=C1)CC1=NNC(C2=CC=CC=C12)=O)C(=O)N1CCN(CC1)C(CN1CCC(CC1)OC1CCN(CC1)C(=O)C1=NC=C(C=C1F)C1=CC=CC=C1)=O 4-[[4-fluoro-3-[4-[2-[4-[[1-(3-fluoro-5-phenyl-pyridine-2-carbonyl)-4-piperidyl]oxy]-1-piperidyl]acetyl]piperazine-1-carbonyl]phenyl]methyl]-2H-phthalazin-1-one